4H-thieno[2,3-d][1,3]oxazine-2,4-dione N1C(OC(C2=C1SC=C2)=O)=O